C(C)(=O)O[C@H]([C@@H](CN=[N+]=[N-])OC(C)=O)[C@@H]1O[C@](C[C@@H]([C@H]1NC(COC(C)=O)=O)OC(C)=O)(C(=O)OC)SCC1=CC=CC=C1 (1R,2R)-1-((2R,3R,4S,6S)-4-acetoxy-3-(2-acetoxyacetamido)-6-(benzylthio)-6-(methoxycarbonyl)tetrahydro-2H-pyran-2-yl)-3-azidopropane-1,2-diyl diacetate